C(C=C)NC1CCCCC1 N-allyl-cyclohexanamine